1-(2-fluoro-4-methyl-5-(2-(methylamino)-8,9-dihydroimidazo[1',2':1,6]pyrido[2,3-d]pyrimidin-6-yl)phenyl)-3-(2-fluorophenyl)urea FC1=C(C=C(C(=C1)C)C1=CC2=C(N=C(N=C2)NC)N2C1=NCC2)NC(=O)NC2=C(C=CC=C2)F